(R)-2-(4-cyclopropyl-6-methoxypyrimidin-5-yl)-N-(1-(4-(1-isopropyl-4-(trifluoromethyl)-1H-imidazol-2-yl)phenyl)ethyl)imidazo[2,1-f][1,2,4]triazin-4-amine C1(CC1)C1=NC=NC(=C1C1=NN2C(C(=N1)N[C@H](C)C1=CC=C(C=C1)C=1N(C=C(N1)C(F)(F)F)C(C)C)=NC=C2)OC